CS(=O)(=O)C1=CC=C(C=C1)C1=NN(C=C1C=CC=1C=C(C(=O)O)C=CN1)C1=CC=CC=C1 2-(2-(3-(4-(methylsulfonyl)phenyl)-1-phenyl-1H-pyrazol-4-yl)vinyl)isonicotinic acid